2-(1-(4-((4-(4-(3-hydroxypropyl)piperazin-1-yl)phenyl)amino)-5-oxo-5,6-dihydropyrimido[4,5-d]pyridazin-2-yl)piperidin-4-yl)acetonitrile OCCCN1CCN(CC1)C1=CC=C(C=C1)NC1=NC(=NC=2C=NNC(C21)=O)N2CCC(CC2)CC#N